FC(C1=CC=C(C=C1)N1N=CC=C1C=1C=C2C(=CNC2=CC1)NC(CC)=O)(F)F N-(5-(1-(4-(trifluoromethyl)phenyl)-1H-pyrazol-5-yl)-1H-indol-3-yl)propionamide